[C@@H]12NC[C@@H]([C@H](C1)N(C1=CC=C(N=N1)C1=C(C=C(C=C1)C=1C=NNC1)O)C)C2 2-(6-(((1S,4S,5S)-2-azabicyclo[2.2.1]heptan-5-yl)(methyl)amino)pyridazin-3-yl)-5-(1H-pyrazol-4-yl)phenol